1,3,5-trifluoro-triethynyl-benzene FC1=C(C(=C(C(=C1C#C)F)C#C)F)C#C